OC(C(=O)OC)C12CC(C1)(C2)N2C(N1[C@@H](CN(CC1)C(=O)OC(C)(C)C)C2)=O tert-butyl (8aR)-2-(3-(1-hydroxy-2-methoxy-2-oxoethyl)bicyclo[1.1.1]pentan-1-yl)-3-oxohexahydroimidazo[1,5-a]pyrazine-7(1H)-carboxylate